OC1=C(C=C(C=C1)CCCC=CCCC)OC 1-(4-Hydroxy-3-methoxyphenyl)-4-octene